4-fluoro-N-(6-(1-methyl-1H-pyrazol-4-yl)isoquinolin-3-yl)-1-neopentylpiperidine-4-carboxamide FC1(CCN(CC1)CC(C)(C)C)C(=O)NC=1N=CC2=CC=C(C=C2C1)C=1C=NN(C1)C